1-cyano-3-fluoro-N-(5-phenylthiazol-2-yl)piperidine-3-carboxamide C(#N)N1CC(CCC1)(C(=O)NC=1SC(=CN1)C1=CC=CC=C1)F